C(C)(C)(C)OC(=O)N1C(COCC1)COC1=C(C2=C(C(=N1)C)CC(C2)C=O)C 3-[(6-formyl-1,4-dimethyl-6,7-dihydro-5H-cyclopenta[c]pyridin-3-yl)oxymethyl]morpholine-4-carboxylic acid tert-butyl ester